(S)-2-(3-(5-cyano-6-(2-cyanoacetylamino)pyridin-3-yl)phenyl)-N-(5-ethylthiazol-2-yl)propionamide C(#N)C=1C=C(C=NC1NC(CC#N)=O)C=1C=C(C=CC1)[C@@H](C(=O)NC=1SC(=CN1)CC)C